ClC=1C=C(C(=NC1)OC1=CC=C2C(=N1)SC(=N2)C(=O)N[C@@H]2[C@H](C(CCC2)(F)F)O)OCC(F)F 5-((5-chloro-3-(2,2-difluoroethoxy)pyridin-2-yl)oxy)-N-((1S,2R)-3,3-difluoro-2-hydroxycyclohex-yl)thiazolo[5,4-b]pyridine-2-carboxamide